C(CCC)OC(\C(=C(/C(=O)OCCCC)\CC)\F)=O 2-Fluoro-3-ethylmaleic acid di-n-butyl ester